C(CCC)(C1=C(C(=CC=C1CC)C(C)(C)C)O)C1=C(C(=CC=C1CC)C(C)(C)C)O butylidenebis(3-ethyl-6-tert-butylphenol)